C1=CC(=CC=C1C2=CC3=C(N2)C=C(C=C3)N)N.Cl.Cl 4',6-diamino-2-phenylindole Dihydrochloride